1-[(2-{[2-(3-chloro-4-fluorophenyl)-1-hydroxypropan-2-yl]amino}-1H-1,3-benzodiazol-4-yl)methyl]-3-methylimidazolidin-2-one ClC=1C=C(C=CC1F)C(CO)(C)NC1=NC2=C(N1)C=CC=C2CN2C(N(CC2)C)=O